3-(4-bromophenyl)-6-(4-(4-isopropylpiperazin-1-yl)phenyl)quinolin-2(1H)-one BrC1=CC=C(C=C1)C=1C(NC2=CC=C(C=C2C1)C1=CC=C(C=C1)N1CCN(CC1)C(C)C)=O